7-(piperidin-4-yl)-5-((5-(trifluoromethyl)pyrazin-2-yl)methyl)pyrido[2,3-b]pyrazin-6(5H)-one N1CCC(CC1)C1=CC=2C(=NC=CN2)N(C1=O)CC1=NC=C(N=C1)C(F)(F)F